2-(4'-bromobiphenyl-4-yl)benzofurane BrC1=CC=C(C=C1)C1=CC=C(C=C1)C=1OC2=C(C1)C=CC=C2